2,3-dihydroxypropyl (Z)-16-hydroxyhexadec-10-enoate OCCCCC\C=C/CCCCCCCCC(=O)OCC(CO)O